N-(6-(2-(((1r,4r)-4-aminocyclohexyl)amino)-8-ethylquinazolin-6-yl)-5-fluoro-pyridin-3-yl)-2-chlorobenzene-sulfonamide NC1CCC(CC1)NC1=NC2=C(C=C(C=C2C=N1)C1=C(C=C(C=N1)NS(=O)(=O)C1=C(C=CC=C1)Cl)F)CC